NC=1C=C(C(=CC1)C=CC=1C(=CC(=CC1)[N+](=O)[O-])S(=O)(=O)[O-])S(=O)(=O)[O-].[Na+].[Na+] disodium 4-amino-4'-nitrostilbene-2,2'-disulfonate